prop-2-en-1-yl-2-(4-propyl-1H-1,2,3-triazol-1-yl)-acetamide C(C=C)C(C(=O)N)N1N=NC(=C1)CCC